C(CCC)C1(NS(C2=C(N(C1)C1=CC=CC=C1)C=C(C(=C2)CSCC(=O)O)N(C)C)(=O)=O)C 2-(((3-Butyl-7-(dimethylamino)-3-methyl-1,1-dioxido-5-phenyl-2,3,4,5-tetrahydro-1,2,5-benzothiadiazepin-8-yl)methyl)thio)acetic acid